trans-2,4-hexadienoyl chloride C(\C=C\C=CC)(=O)Cl